NC1=C2C(=NC=N1)N(N=C2C=2C=NC=C(C2)OC)C(C)C=2OC(C1=CC=CC=C1C2C2=CC(=CC=C2)CN(C)C)=O 3-(1-(4-Amino-3-(5-methoxypyridin-3-yl)-1H-pyrazolo[3,4-d]pyrimidin-1-yl)ethyl)-4-(3-((dimethylamino)methyl)phenyl)-1H-isochromen-1-one